OC[C@H](CC)NC1=C(C(N(N=C1)COCC[Si](C)(C)C)=O)C(F)(F)F 5-[[(2S)-1-hydroxybutan-2-yl]amino]-4-(trifluoromethyl)-2-[[2-(trimethylsilyl)ethoxy]methyl]-2,3-dihydropyridazin-3-one